BrC1=C(C)C=C(C(=C1)Br)Cl 2,4-dibromo-5-chlorotoluene